FC=1C=C2CCO[C@H](C2=CC1)[C@H]1NCCOC1 (S)-3-((R)-6-fluoroisochroman-1-yl)morpholine